Methyl 4-(tert-butoxycarbonylamino)cyclohexanecarboxylate C(C)(C)(C)OC(=O)NC1CCC(CC1)C(=O)OC